CC(C)C1=C(C(=CC(=C1)C1=CC=C(C=C1)N1CCCC1)C(C)C)CC(=O)NS(=O)(=O)C1=CC=C(C=C1)CN(C)C 2-[2,6-bis(propan-2-yl)-4-[4-(pyrrolidin-1-yl)phenyl]phenyl]-N-{4-[(dimethylamino)methyl]benzenesulfonyl}acetamide